(R)-3-methyl-5-(4-((3-(4-methyl-1-oxo-1,3-dihydroisobenzofuran-5-yl)-5-oxopiperazin-1-yl)methyl)-1H-pyrazol-1-yl)benzo[d]oxazol-2(3H)-one CN1C(OC2=C1C=C(C=C2)N2N=CC(=C2)CN2C[C@H](NC(C2)=O)C=2C(=C1COC(C1=CC2)=O)C)=O